tetra-t-butylsilane C(C)(C)(C)[Si](C(C)(C)C)(C(C)(C)C)C(C)(C)C